azaspiro[2.5]octan rac-tert-butyl-{[4-(1-ethyl-1H-pyrazol-5-yl)-2,5-dioxoimidazolidin-4-yl]methyl}carbamate C(C)(C)(C)N(C(O)=O)C[C@@]1(NC(NC1=O)=O)C1=CC=NN1CC.N1CC12CCCCC2 |r|